[Li+].C[Si](C)(C)[N-][Si](C)(C)C lithium hexamethyldisilazane